[Cl-].[Ra+2].[Cl-] Radium Chloride salt